FC1=CSC2=C1CC(CC2)N(C(OC(C)(C)C)=O)C Tert-butyl N-(3-fluoro-4,5,6,7-tetrahydrobenzothiophen-5-yl)-N-methyl-carbamate